S(=O)(=O)(O[C@H]1CC[C@@]2(C3CC[C@@]4([C@H](CCC4C3CC=C2C1)[C@@H](CCCC(C)(C)O)C)C)C)[O-] [(3S,10R,13R,17R)-17-[(1R)-5-hydroxy-1,5-dimethyl-hexyl]-10,13-dimethyl-2,3,4,7,8,9,11,12,14,15,16,17-dodecahydro-1H-cyclopenta[a]phenanthren-3-yl] sulfate